C(C)(C)(C)OC(=O)N1C[C@H](CCC1)C1CCN(CC1)C1=NC(=C(C(=N1)N[C@H](C)C1=C(C=C(C=C1)Cl)Cl)Cl)C |o1:9| (R or S)-1'-(5-chloro-4-(((R)-1-(2,4-dichlorophenyl)ethyl)amino)-6-methylpyrimidin-2-yl)-[3,4'-bipiperidine]-1-carboxylic acid tert-butyl ester